2-methyl-5-[7-(3,4,5-trimethoxyphenyl)-3H-benzo[d]imidazol-5-yl]aniline CC1=C(N)C=C(C=C1)C1=CC2=C(N=CN2)C(=C1)C1=CC(=C(C(=C1)OC)OC)OC